2-amino-2-(8-azabicyclo[3.2.1]octan-3-yl)-6-boronohexanoic acid NC(C(=O)O)(CCCCB(O)O)C1CC2CCC(C1)N2